FC=1C(=NC(=NC1)NC1CCC(CC1)C(=O)N)C1=CC(=CC=C1)C=1C(NC=CC1)=O 4-((5-fluoro-4-(3-(2-oxo-1,2-dihydropyridin-3-yl)phenyl)pyrimidin-2-yl)amino)cyclohexane-1-carboxamide